[Si](C)(C)(C(C)(C)C)OCC(COC1=NN(C(=C1[N+](=O)[O-])C)C=1C(=NC=CC1)C)F 3-(3-(3-((tert-butyldimethylsilyl)oxy)-2-fluoropropoxy)-5-methyl-4-nitro-1H-pyrazol-1-yl)-2-methylpyridine